(2-[3-(methoxydimethylsilyl)propoxy]-5-hydroxyphenyl)tri(tert-butyl)phosphonium bromide [Br-].CO[Si](CCCOC1=C(C=C(C=C1)O)[P+](C(C)(C)C)(C(C)(C)C)C(C)(C)C)(C)C